1-Cyclopentyl-6-[(1E)-2-ethoxyethenyl]-1,2-dihydropyridin-2-one C1(CCCC1)N1C(C=CC=C1\C=C\OCC)=O